FC1=C(C=CC=C1)C1=NOC(=C1)C(C)N1C=C(C2=C1N=CN=C2N)C=2C=NC(=NC2)OC 7-{1-[3-(2-fluorophenyl)-1,2-oxazol-5-yl]Ethyl}-5-(2-methoxypyrimidin-5-yl)-7H-pyrrolo[2,3-d]Pyrimidin-4-amine